2-(3,5-dimethoxy-4-(pentylthio)phenyl)-N-(2-methoxybenzyl)ethylamine COC=1C=C(C=C(C1SCCCCC)OC)CCNCC1=C(C=CC=C1)OC